C(C)OC(=O)C1(CSCC1CC(=O)OCC)N1C2=NC=NC(=C2N=C1)N1CCCC1 (Rac)-ethyl-4-(2-ethoxy-2-oxoethyl)-3-(6-(pyrrolidin-1-yl)-9H-purin-9-yl)tetrahydrothiophene-3-carboxylate